CN1C=CC2=CC=CC(=C12)[C@@H](C)NC(OC1=CC=C(C=C1)[N+](=O)[O-])=O 4-nitrophenyl (R)-(1-(1-methyl-1H-indol-7-yl)ethyl)carbamate